5-benzyl-3-((2,4-dimethylthiazole-5-carboxamido)methyl)-4,5-dihydroisoxazole C(C1=CC=CC=C1)C1CC(=NO1)CNC(=O)C1=C(N=C(S1)C)C